C(C)(=O)C1=C(C=CC=C1)NC(=O)C1=NC=CC=C1 N-(2-acetylphenyl)pyridineamide